C(C)(C)[Si](C#CC#CCCO)(C(C)C)C(C)C 6-(triisopropylsilyl)hexa-3,5-diyn-1-ol